diethyl 1,2-cyclohexanedicarboxylate C1(C(CCCC1)C(=O)OCC)C(=O)OCC